(3R,4S)-1-benzyl-4-[[3-(5-methyl-1,2,4-oxadiazol-3-yl)benzoyl]amino]pyrrolidine-3-carboxylic acid C(C1=CC=CC=C1)N1C[C@H]([C@@H](C1)NC(C1=CC(=CC=C1)C1=NOC(=N1)C)=O)C(=O)O